Cl.C(C)(C)(C)N[C@H]1CN(CC1)C=1N=NC(=CN1)C1=NC=C(C=C1O)C=1C=C(C=2N(C1)C=C(N2)C)CC 2-{3-[(3R)-3-(tert-butylamino)pyrrolidin-1-yl]-1,2,4-triazin-6-yl}-5-(8-ethyl-2-methylimidazo[1,2-a]pyridin-6-yl)pyridin-3-ol hydrochloride